bis{[(α,α-dimethyl-3,5-dimethoxybenzyl)oxy]carbonyl}toluenediamine CC(C1=CC(=CC(=C1)OC)OC)(C)OC(=O)C1=C(C(N)(N)C(=O)OC(C2=CC(=CC(=C2)OC)OC)(C)C)C=CC=C1